tert-butyl (S)-2-((3-(2-(6-(2,5-dimethyl-1H-pyrrol-1-yl)-4-methylpyridin-2-yl)ethyl)-5-fluorophenyl)ethynyl)pyrrolidine-1-carboxylate CC=1N(C(=CC1)C)C1=CC(=CC(=N1)CCC=1C=C(C=C(C1)F)C#C[C@H]1N(CCC1)C(=O)OC(C)(C)C)C